NC1CCC(CC1)NC1=C(C=NC(=C1)NC1=CC=C2C(=N1)N(N=C2)C(C)C)C2=NC=C(C=C2)CN2CCOCC2 N4'-((1R,4R)-4-Aminocyclohexyl)-N6'-(1-isopropyl-1H-pyrazolo[3,4-b]pyridin-6-yl)-5-(morpholinomethyl)-[2,3'-bipyridine]-4',6'-diamine